ClC1=CC=C(N=N1)C1N(CC2C1CC(C2)N)C([2H])([2H])C2CCOCC2 (6-Chloropyridazin-3-yl)-2-((tetrahydro-2H-pyran-4-yl)methyl-d2)octahydrocyclopenta[c]pyrrol-5-amine